C(C)(C)(C)OC(NCCN1N=C2C(=NC=3C=C(C(=CC3C2=C1)Cl)C1=CC=NN1C1OCCCC1)N)=O (2-(4-amino-8-chloro-7-(1-(tetrahydro-2H-pyran-2-yl)-1H-pyrazol-5-yl)-2H-pyrazolo[3,4-c]quinolin-2-yl)ethyl)carbamic acid tert-butyl ester